OC1=C(C=O)C(=C(C(=C1[2H])[2H])[2H])[2H] 2-Hydroxybenzaldehyde-3,4,5,6-d4